(2R,3S)-3-(4-(2-amino-5-(trifluoromethyl)pyrimidin-4-yl)-1H-pyrazol-1-yl)butan-2-ol NC1=NC=C(C(=N1)C=1C=NN(C1)[C@H]([C@@H](C)O)C)C(F)(F)F